4-(4-(2-(3,4-dihydroxy-5-methoxyphenyl)-1H-benzo[d]imidazol-5-yl)piperazine-1-carbonyl)benzoic acid OC=1C=C(C=C(C1O)OC)C1=NC2=C(N1)C=CC(=C2)N2CCN(CC2)C(=O)C2=CC=C(C(=O)O)C=C2